BrC=1C(=C(C=CC1C)NC(=O)NC1=CC(=CC(=C1)OC(F)(F)F)Br)O 1-(3-bromo-2-hydroxy-methylphenyl)-3-(3-bromo-5-trifluoromethoxyphenyl)urea